C(=O)C1=CN(C2=CC=CC=C12)CC#N 2-(3-formyl-1H-indol-1-yl)acetonitrile